Cl.N[C@@H](CC1=CC=CC(=N1)N1C[C@@H](CC1)O)C1=C(C=CC=C1)C1=NOC2=C1C=CC=C2 (R)-1-(6-((S)-2-Amino-2-[2-(benzo[d]isoxazol-3-yl)phenyl]ethyl)pyridine-2-yl)pyrrolidin-3-ol hydrochloride